CC(C)(COP(=O)([O-])[O-])C(C(=O)NCCC(=O)NCCS)O The molecule is a phosphopantetheine anion. It has a role as a human metabolite, a Saccharomyces cerevisiae metabolite and a cofactor. It is a conjugate base of a pantetheine 4'-phosphate.